dodecyl acrylate (dodecyl acrylate) C(CCCCCCCCCCC)C(C(=O)O)=C.C(C=C)(=O)OCCCCCCCCCCCC